P(=O)(ON1N=CC=C1)(OC)[O-] 1H-pyrazol-1-yl methyl phosphate